(R)- or (S)-5-[1-(2-Chloro-6-fluorophenyl)-piperidin-4-yl]-7-(2-cyclopropyl-benzyl)-2,4-dimethyl-2,4,5,7-tetrahydro-pyrazolo[3,4-d]pyrimidin-6-one ClC1=C(C(=CC=C1)F)N1CCC(CC1)N1C(N(C=2C([C@H]1C)=CN(N2)C)CC2=C(C=CC=C2)C2CC2)=O |o1:19|